pentasodium glutarate C(CCCC(=O)[O-])(=O)[O-].[Na+].[Na+].[Na+].[Na+].[Na+]